P(=O)([O-])([O-])[O-].[Mg+2].P(=O)([O-])([O-])[O-].[Mg+2].[Mg+2] Magnesium orthophosphat